methyl 3-(3-chloro-4-(4,4-difluorocyclohexyl)phenyl)-2,2-dimethylpropanoate ClC=1C=C(C=CC1C1CCC(CC1)(F)F)CC(C(=O)OC)(C)C